tert-Butyl 3-(6-(hydroxymethyl)pyridin-3-yl)pyrrolidine-1-carboxylate OCC1=CC=C(C=N1)C1CN(CC1)C(=O)OC(C)(C)C